ClC=1C=C2C=NN(C2=C(C1C)C1=C2C(=NC(=C1F)N1CC3(CN(C3)C(C=C)=O)CC1)CC(OC2)(C)C)C (M)-1-(6-(4-(5-chloro-1,6-dimethyl-1H-indazol-7-yl)-3-fluoro-7,7-dimethyl-7,8-dihydro-5H-pyrano[4,3-b]pyridin-2-yl)-2,6-diazaspiro[3.4]octan-2-yl)-2-propen-1-one